3-((5,6-dichlorobenzo[d]oxazol-2-yl)amino)-N-hydroxybenzamide ClC=1C(=CC2=C(N=C(O2)NC=2C=C(C(=O)NO)C=CC2)C1)Cl